[N-](S(=O)(=O)C(F)(F)F)S(=O)(=O)C(F)(F)F.C(=C)N1C=[N+](C=C1)C 1-vinyl-3-methylimidazolium bistrifluoromethanesulfonimide salt